NC=1C(=CN(NC1)CC1=NC(=NO1)C[C@H](C)C1=CC=C(C=C1)Cl)C (S)-5-amino-2-((3-(2-(4-chlorophenyl)propyl)-1,2,4-oxadiazol-5-yl)methyl)-4-methylpyridazin